6-fluoro-N-(7-fluoro-1,3-benzothiazol-6-yl)-7-(1-methyl-1H-pyrazol-4-yl)-5-[1-(oxetan-3-yl)ethoxy]quinazolin-4-amine FC=1C(=C2C(=NC=NC2=CC1C=1C=NN(C1)C)NC1=C(C2=C(N=CS2)C=C1)F)OC(C)C1COC1